FC1=C(C(=C(C(=C1F)F)F)F)[B-](C1=C(C(=C(C(=C1F)F)F)F)F)(C1=C(C(=C(C(=C1F)F)F)F)F)C1=C(C(=C(C(=C1F)F)F)F)F.C[NH+](C1=CC=C(C=C1)CCCCCC)CCCCCCCCCCCCCCCCCC N-methyl-4-hexyl-N-octadecylanilinium [tetrakis(perfluorophenyl)borate]